CC[Si](C)(C)P([O-])([O-])([O-])[Si](C)(C)C methylbis(trimethylsilyl)phosphite